6-amino-N-(2,3-dihydro-1H-inden-2-yl)-4-((2-hydroxy-4-methylphenyl)amino)picolinamide NC1=CC(=CC(=N1)C(=O)NC1CC2=CC=CC=C2C1)NC1=C(C=C(C=C1)C)O